NC1=CC=C2C=C(C=C(C2=C1)S(=O)(=O)O)OCCCS(=O)(=O)O 7-amino-3-(3-sulfopropoxy)naphthalene-1-sulfonic acid